2,4,6-triisopropylbenzene-1-sulfonyl chloride C(C)(C)C1=C(C(=CC(=C1)C(C)C)C(C)C)S(=O)(=O)Cl